C(#N)C1=C(C=C(C=N1)NC(C(=C)CO)=O)\C=C\[C@@H]1CC[C@H](CC1)C(F)(F)F N-(6-cyano-5-((E)-2-(trans-4-(trifluoromethyl)cyclohexyl)vinyl)pyridin-3-yl)-2-(hydroxymethyl)acrylamide